bipyridyl-thione N1=C(C(CC=C1)=S)C1=NC=CC=C1